NCCCCCC1=CC2=C(NC(N2C)=O)C=C1 5-(5-aminopentyl)-3-methyl-2-oxo-benzimidazol